(5S,8RS)-2-[(5-Chloropyridin-2-yl)methyl]-5-[(3,3-difluoropyrrolidin-1-yl)carbonyl]-8-hydroxy-5,6,7,8-tetrahydro[1,2,4]triazolo[4,3-a]pyridin-3(2H)-one ClC=1C=CC(=NC1)CN1N=C2N([C@@H](CC[C@H]2O)C(=O)N2CC(CC2)(F)F)C1=O |&1:15|